tert-butyl ((2-chloro-[1,1'-biphenyl]-4-yl)methyl)(4-((4,4-diethoxybutyl)amino)butyl)carbamate ClC1=C(C=CC(=C1)CN(C(OC(C)(C)C)=O)CCCCNCCCC(OCC)OCC)C1=CC=CC=C1